C1=CC=CC=2C3=CC=CC=C3C(C12)=NC(CCCC#N)C=1SC=CC1 5-((9H-fluoren-9-ylidene)amino)-5-(thiophen-2-yl)valeronitrile